C(C)OC(CCCC)=O ethylvalerat